2,9-dichloro-1,10-phenanthroline-5,6-dione ClC1=NC=2C3=NC(=CC=C3C(C(C2C=C1)=O)=O)Cl